NC=1C=C(C=C(C1)C(F)(F)F)[C@@H](C)NC=1C2=C(N=C(N1)C)N=C(C(=C2)N2CCOCC2)OC (R)-N-(1-(3-amino-5-(trifluoromethyl)phenyl)ethyl)-7-methoxy-2-methyl-6-morpholinylpyrido[2,3-d]pyrimidin-4-amine